(dimethyl(2-oxobut-3-en-1-yl)ammonio)methanesulfonate C[N+](CC(C=C)=O)(C)CS(=O)(=O)[O-]